N-(3-chloro-5-(methylsulfonyl)phenyl)-4-(4-methoxy-1H-pyrazol-1-yl)thiophene-2-carboxamide ClC=1C=C(C=C(C1)S(=O)(=O)C)NC(=O)C=1SC=C(C1)N1N=CC(=C1)OC